4-amino-1-(5-((2,3-dichlorophenyl)thio)-6-methylpyrazin-2-yl)piperidine-4-carboxamide NC1(CCN(CC1)C1=NC(=C(N=C1)SC1=C(C(=CC=C1)Cl)Cl)C)C(=O)N